C(C)(C)(C)OC(N[C@@H](C[C@H]1C(NCC1)=O)C(CO)=O)=O ((S)-4-hydroxy-3-oxo-1-((S)-2-oxopyrrolidin-3-yl)butan-2-yl)carbamic acid tert-butyl ester